(3-[(OXAN-4-YLSULFANYL)METHYL]PHENYL)BORANEDIOL O1CCC(CC1)SCC=1C=C(C=CC1)B(O)O